tetraglycerin dioleate C(CCCCCCC\C=C/CCCCCCCC)(=O)O.C(CCCCCCC\C=C/CCCCCCCC)(=O)O.OCC(O)CO.OCC(O)CO.OCC(O)CO.OCC(O)CO